BrC1=C(C=CC=C1)N1C2=CC=CC=C2C=2C=CC=C(C12)C1=C(N)C=CC=C1 2-(9-(2-bromophenyl)-9H-carbazol-1-yl)aniline